C(CCCCCCCCCCCCCCC)(=O)OC(CC1=CC=CC=C1)Cl 1-chloro-2-phenylethyl palmitate